ClC=1C=C(C=CC1)C1=CC(=NO1)[C@H](C)OC=1N(C(=NN1)C1=CC=NC=C1)C 4-[5-[(1S)-1-[5-(3-Chlorophenyl)-3-isoxazolyl]ethoxy]-4-methyl-4H-1,2,4-triazol-3-yl]pyridine